ClC=1C=C(C=C(C1)Cl)C1=CC(=CC(=C1)CN1CCC(CC1)CCCC(=O)O)CN1CCC(CC1)CCCC(=O)O 4,4'-(((3',5'-dichloro-[1,1'-biphenyl]-3,5-diyl)bis(methylene))bis(piperidine-1,4-diyl))dibutyric acid